ClC1=C(C(=CC(=C1)F)F)NC=1N(C2=NC(=NC=C2N1)N[C@@H]1C[C@@H](CCC1)O)C1CCC(CC1)(C(=O)N)C (1R,4s)-4-(8-(2-chloro-4,6-difluorophenylamino)-2-((1S,3R)-3-hydroxycyclohexylamino)-9H-purin-9-yl)-1-methylcyclohexanecarboxamide